Cl.C12CN(CC(CC1)N2)C=2C1=C(N=CN2)NC(=C1)C=1C=NN(C1)C(F)F 4-(3,8-diazabicyclo[3.2.1]octan-3-yl)-6-(1-(difluoromethyl)-1H-pyrazol-4-yl)-7H-pyrrolo[2,3-d]pyrimidine hydrochloride